(4-dimethylsilylphenyl)methane C[SiH](C1=CC=C(C=C1)C)C